C(C)(C)(C)OC(=O)N1CC2(C1)C(N(CC2)[C@H](C(=O)OC)C(C)C)=O (S)-6-(1-methoxy-3-methyl-1-oxobutan-2-yl)-5-oxo-2,6-diazaspiro[3.4]octane-2-carboxylic acid tert-butyl ester